CN(NC(=O)[C@H]1N2C(N([C@H](CC1)C2)OS(=O)(=O)O)=O)C.[NH+]2=CC=CC=C2 pyridinium (2S,5R)-N',N'-dimethyl-7-oxo-6-(sulfooxy)-1,6-diazabicyclo[3.2.1]octane-2-carbohydrazide